NC1=C(C=C(C(=O)OC)C=C1)NCCOC(C)C Methyl 4-amino-3-((2-isopropoxyethyl)amino)benzoate